2,2'-bis(2-imidazolin-2-yl)-2,2'-azopropane dihydrochloride Cl.Cl.N1C(=NCC1)C(C)(C)N=NC(C)(C)C=1NCCN1